tert-butyl (S)-2-(7-(3-methyl-1H-pyrrolo[2,3-b]pyridin-5-yl)-2-(methylsulfonyl)-1,2,3,4-tetrahydroisoquinolin-5-yl)pyrrolidine-1-carboxylate CC1=CNC2=NC=C(C=C21)C2=CC(=C1CCN(CC1=C2)S(=O)(=O)C)[C@H]2N(CCC2)C(=O)OC(C)(C)C